CN1C=NC(=C1)CN (1-Methyl-1H-imidazol-4-yl)methanamine